C(C)(C)NC1=NC(=NC=C1C(=O)N)SC 4-(isopropylamino)-2-(methylthio)pyrimidine-5-carboxamide